3-chloro-5-[2-(cyclopropylmethoxy)-5-ethylsulfonylphenyl]-1-methyl-pyridin-2-one ClC=1C(N(C=C(C1)C1=C(C=CC(=C1)S(=O)(=O)CC)OCC1CC1)C)=O